3-[6-(N-methylanilino)-3-pyridyl]Azetidine-1-carboxylic acid tert-butyl ester C(C)(C)(C)OC(=O)N1CC(C1)C=1C=NC(=CC1)N(C1=CC=CC=C1)C